Cl.CC1=NOC(=C1C1=CC=C2C=3N(C(COC31)C=3C(=NC=CC3)C(=O)O)C(N2)=O)C 3-[7-(3,5-Dimethylisoxazol-4-yl)-2-oxo-1,2,4,5-tetrahydroimidazo[1,5,4-de][1,4]benzoxazin-4-yl]pyridine-2-carboxylic acid hydrochloride